4-bromo-6-chloroquinolin BrC1=CC=NC2=CC=C(C=C12)Cl